[Na+].[Na+].[Na+].NC=1C=C(C=2C=CC3=C(C=C(C=4C=CC1C2C43)S(=O)(=O)[O-])S(=O)(=O)[O-])S(=O)(=O)[O-] 3-Aminopyrene-1,6,8-trisulfonic acid trisodium salt